C(CCCCCCCCCCC)(=O)OC(C1=CC=CC=C1)C1=CC=CC=C1 benzhydryl laurate